C(C)N1C(OCC=N1)=O ethyl-3,6-dihydro-2H-1,3,4-oxadiazin-2-one